4-((6-methoxy-1,3-benzodiazol-1-yl)methyl)phenylboronic acid COC=1C=CC2=C(N(C=N2)CC2=CC=C(C=C2)B(O)O)C1